N-cyclopropyl-3-(6-((1-hydroxy-2-methylpropan-2-yl)amino)-5-(5-methyl-1H-imidazol-2-yl)pyridin-3-yl)-4-methylbenzamide C1(CC1)NC(C1=CC(=C(C=C1)C)C=1C=NC(=C(C1)C=1NC(=CN1)C)NC(CO)(C)C)=O